ClC1=C(C=NC=C1)C#C 4-chloro-3-ethynyl-pyridine